C(C)(C)(C)OC(=O)N[C@H](C(=O)OC)[C@@H](C)O (2S,3R)-methyl 2-(tert-butoxycarbonylamino)-3-hydroxybutanoate